3-[4-(4-aminopiperidin-1-yl)-7-chloro-3-(3,5-dimethylphenyl)cinnolin-6-yl]-5-fluorobenzamide NC1CCN(CC1)C1=C(N=NC2=CC(=C(C=C12)C=1C=C(C(=O)N)C=C(C1)F)Cl)C1=CC(=CC(=C1)C)C